1-ethyl-3-ethylpyridinium C(C)[N+]1=CC(=CC=C1)CC